(±)-tert-butyl 3-(4-(7-(tert-butoxycarbonyl(cyclopropyl)amino)-3-cyanopyrazolo[1,5-a]pyrimidin-5-ylamino)-2-(methylsulfinylmethyl)phenyl)-2,5-dihydro-1H-pyrrole-1-carboxylate C(C)(C)(C)OC(=O)N(C1=CC(=NC=2N1N=CC2C#N)NC2=CC(=C(C=C2)C=2CN(CC2)C(=O)OC(C)(C)C)C[S@](=O)C)C2CC2 |r|